N-(2-((5-((3,5-dichloropyridin-4-yl)propoxy)1H-indazol-3-yl)amino)phenyl)acrylamide ClC=1C=NC=C(C1CCCOC=1C=C2C(=NNC2=CC1)NC1=C(C=CC=C1)NC(C=C)=O)Cl